4'-methyl-2-biphenyl-carboxylic acid isobutyl ester C(C(C)C)OC(=O)C=1C(=CC=CC1)C1=CC=C(C=C1)C